C1(=CC=CC=2C(C3=CC=CC(=C3C(C12)=O)S(=O)(=O)O)=O)S(=O)(=O)O anthraquinone-1,8-disulfonic acid